4-((2R,3S,4S,5R)-3-(4-(benzyloxy)-3-fluoro-2-methoxyphenyl)-4,5-dimethyl-5-(trifluoromethyl)tetrahydrofuran-2-carboxamido)picolinamide C(C1=CC=CC=C1)OC1=C(C(=C(C=C1)[C@H]1[C@@H](O[C@]([C@H]1C)(C(F)(F)F)C)C(=O)NC1=CC(=NC=C1)C(=O)N)OC)F